(S)-3-(4-((difluoromethyl)sulfonamido)-3-(1-(4-fluorophenyl)ethoxy)phenyl)-5-((5-(3-methyloxetan-3-yl)isoxazol-3-yl)amino)-1H-pyrazole-4-carboxamide FC(S(=O)(=O)NC1=C(C=C(C=C1)C1=NNC(=C1C(=O)N)NC1=NOC(=C1)C1(COC1)C)O[C@@H](C)C1=CC=C(C=C1)F)F